Benzyl N-[[(2S,5R,6R)-5-azido-6-[(1R,2R,3S,4R,6S)-4,6-diazido-2,3-dihydroxy-cyclohexoxy]tetrahydropyran-2-yl]methyl]-N-benzyl-carbamate N(=[N+]=[N-])[C@@H]1CC[C@H](O[C@@H]1O[C@H]1[C@@H]([C@H]([C@@H](C[C@@H]1N=[N+]=[N-])N=[N+]=[N-])O)O)CN(C(OCC1=CC=CC=C1)=O)CC1=CC=CC=C1